2-methoxy-6-(4-(4-methylpiperazin-1-yl)piperidin-1-yl)pyridine COC1=NC(=CC=C1)N1CCC(CC1)N1CCN(CC1)C